hydrogen thiotartrate C(=S)(O)C(O)C(O)C(=O)[O-]